Cl.C1(CCC1)C(=O)N1[C@@H](CNCC1)C (R)-cyclobutyl-(2-methylpiperazin-1-yl)methanone HCl salt